CC1=C(O\C(\C(=O)OC)=C/OC)C=C(C(=C1)C)N1N=C(C=C1)C(F)(F)F methyl (Z)-2-[2,4-dimethyl-5-[3-(trifluoromethyl)pyrazol-1-yl]phenoxy]-3-methoxy-prop-2-enoate